8-(2-methoxyethoxy)-N-(1-(methylsulfonyl)piperidin-4-yl)-7-(1H-pyrazol-4-yl)-[1,2,4]triazolo[1,5-a]pyridin-2-amine COCCOC=1C=2N(C=CC1C=1C=NNC1)N=C(N2)NC2CCN(CC2)S(=O)(=O)C